2-(3-((4-ethoxy-3-(1-methyl-7-oxo-3-propyl-6,7-dihydro-1H-pyrazolo[4,3-d]pyrimidin-5-yl)phenyl)sulfonamido)azetidin-1-yl)ethyl nitrate [N+](=O)(OCCN1CC(C1)NS(=O)(=O)C1=CC(=C(C=C1)OCC)C=1NC(C2=C(N1)C(=NN2C)CCC)=O)[O-]